4-(4-Chlorophenyl)-2,2-difluoro-N-phenylbutanamide ClC1=CC=C(C=C1)CCC(C(=O)NC1=CC=CC=C1)(F)F